(1s,3s)-1-(2-methoxyethyl)-3-(3-(6-(1-methyl-1H-pyrazol-4-yl)pyrrolo[1,2-b]pyridazin-4-yl)-3,8-diazabicyclo[3.2.1]octan-8-yl)cyclobutane-1-carbonitrile COCCC1(CC(C1)N1[C@@H]2CN(CC1CC2)C=2C=1N(N=CC2)C=C(C1)C=1C=NN(C1)C)C#N